C1(CCCCC1)COC1=CC=C(C=N1)C1CCC(C1)C(=O)N 4-[6-(cyclohexylmethoxy)-3-pyridyl]cyclopentanecarboxamide